FC1=C2C(C(=O)OC2=O)=CC(=C1)C 3-Fluoro-5-Methylphthalic Anhydride